(E)-N1-(2-(2,6-dioxopiperidin-3-yl)-1-oxoisoindolin-4-yl)-N6-(3-(6-methoxy-5-((4-(3-(5-nitrothiophen-2-yl)acrylamido)phenyl)sulfonamido)pyrazin-2-yl)propyl)adipamide O=C1NC(CCC1N1C(C2=CC=CC(=C2C1)NC(CCCCC(=O)NCCCC1=NC(=C(N=C1)NS(=O)(=O)C1=CC=C(C=C1)NC(\C=C\C=1SC(=CC1)[N+](=O)[O-])=O)OC)=O)=O)=O